CN1CC([C@@H](CC1)C1=C(C=C(C=C1OC)OC)OC)=O (S)-1-methyl-4-(2,4,6-trimethoxyphenyl)piperidin-3-one